Tert-butyl-4-[N-(4-ethoxy-3-pyridyl)-4-(trifluoromethyl)anilino]-2-methyl-piperidine-1-carboxylate C(C)(C)(C)OC(=O)N1C(CC(CC1)N(C1=CC=C(C=C1)C(F)(F)F)C=1C=NC=CC1OCC)C